CN(C)C=NS(=O)(=O)C=1C=C(C=CC1C=1C=NN(C1)C(C)C)NC(CC1=C(C=CC=C1)F)=O N-(3-{[(dimethylamino)methylene]sulfamoyl}-4-[1-(propan-2-yl)-1H-pyrazol-4-yl]phenyl)-2-(2-fluorophenyl)acetamide